OC1(C(C=O)C=CC=C1)O 2-Hydroxysalicylaldehyde